1-[2-Chloro-6-(difluoromethoxy)-4-(1,1,1,2,3,3,3-heptafluoropropan-2-yl)phenyl]-4-iodo-1H-pyrazole ClC1=C(C(=CC(=C1)C(C(F)(F)F)(C(F)(F)F)F)OC(F)F)N1N=CC(=C1)I